2,3-dihydro-benzofuran-7-amine O1CCC2=C1C(=CC=C2)N